methyl (3,3'-di-tert-butyl-5,5'-dimethoxy-1,1'-biphenyl-2,2'-diyl) phosphite P1(OC)OC2=C(C=C(C=C2C(C)(C)C)OC)C2=C(C(=CC(=C2)OC)C(C)(C)C)O1